6,8-divinyl-2-naphthol C(=C)C=1C=C2C=CC(=CC2=C(C1)C=C)O